ClC1=NC=C(C(=C1)C1=C(C=NC(=C1)C)C(=O)NC=1SC2=C(N1)C=CC(=C2)I)OC 2'-chloro-N-(6-iodo-1,3-benzothiazol-2-yl)-5'-methoxy-6-methyl-[4,4'-bipyridine]-3-carboxamide